OC(CN1N=C(C2=C1C(NCC2)=O)C(=O)N)(C)C 1-(2-hydroxy-2-methylpropyl)-7-oxo-4,5,6,7-tetrahydro-1H-pyrazolo[3,4-c]pyridine-3-carboxamide